(3E)-9,9-dimethoxy-1,3-nonadiene COC(CCCC/C=C/C=C)OC